C1(CCCC1)C1=CC=C(C=C1)C1=NC(=C(C(=N1)C)C(=O)O)C 2-(4-cyclopentylphenyl)-4,6-dimethylpyrimidine-5-carboxylic acid